4-Chloro-7-methoxy-1H-pyrrolo[2,3-d]pyridazine-2-d1 ClC1=C2C(=C(N=N1)OC)NC(=C2)[2H]